[F-].[O-2].[Ta+3] tantalum oxide fluoride